C(C1=CC=CC=C1)O[C@@H](C)CCCCCCC=C (2S)-2-Benzyloxy-9-decene